butyl (1S,4R)-bicyclo[2.2.1]hept-2-ene-2-carboxylate [C@H]12C(=C[C@H](CC1)C2)C(=O)OCCCC